C(C)(C)(C)OC(=O)N[C@H](C(=O)OC(C)(C)C)CC1=CC=C(C=C1)C1=NOC(=N1)C tert-butyl (S)-2-((tert-butoxycarbonyl)amino)-3-(4-(5-methyl-1,2,4-oxadiazol-3-yl)phenyl)propanoate